5-methylsulfonyl-4-oxo-1-[4-(trifluoromethoxy)phenyl]cinnoline-3-carboxylic acid hexyl ester C(CCCCC)OC(=O)C1=NN(C2=CC=CC(=C2C1=O)S(=O)(=O)C)C1=CC=C(C=C1)OC(F)(F)F